((7-((2,5-dimethoxyphenyl) sulfonylamino)-3,4-dihydroquinolin-1(2H)-yl) sulfonyl) benzoate C(C1=CC=CC=C1)(=O)OS(=O)(=O)N1CCCC2=CC=C(C=C12)NS(=O)(=O)C1=C(C=CC(=C1)OC)OC